(2-((2-((4-(4-ethylpiperazin-1-yl)-3,5-difluorophenyl)amino)-7H-pyrrolo[2,3-d]pyrimidin-4-yl)amino)phenyl)-N-methylmethanesulfonamide C(C)N1CCN(CC1)C1=C(C=C(C=C1F)NC=1N=C(C2=C(N1)NC=C2)NC2=C(C=CC=C2)CS(=O)(=O)NC)F